C1(CCCCC1)COC(\C=C\CC[C@@H](C)O[C@@H]1O[C@H]([C@@H](C[C@H]1O)O)C)=O (2E,6R)-6-{[(2R,3R,5R,6S)-3,5-dihydroxy-6-methyloxan-2-yl]oxy}hept-2-enoic acid cyclohexylmethyl ester